COC1=C(C(=CC(=C1OC)OC)C1=CC=CC=C1)C(=O)O 3,4,5-trimethoxy-[1,1'-biphenyl]-2-carboxylic acid